BrC=1C(=NC(=NC1)NC1=C(C=C(C(=C1)C)N1CCC(CC1)N1CCN(CC1)C)OC)NC=1C(=CC2=C(OCCO2)C1)N(S(=O)(=O)C)C N-(7-((5-bromo-2-((2-methoxy-5-methyl-4-(4-(4-methylpiperazin-1-yl)piperidin-1-yl)phenyl)Amino)pyrimidin-4-yl)amino)-2,3-dihydrobenzo[b][1,4]dioxin-6-yl)-N-methylmethanesulfonamide